2-[1-[4-[6-(cyclobutylmethoxy)-2-pyridinyl]-2,6-difluoro-phenyl]-4-piperidinyl]acetic acid C1(CCC1)COC1=CC=CC(=N1)C1=CC(=C(C(=C1)F)N1CCC(CC1)CC(=O)O)F